N1CC(CC1)S(=O)(=O)CCO 2-(pyrrolidin-3-ylsulfonyl)ethanol